3-chloro-N-(2-fluoro-3-(3-methylquinoxaline-6-carbonyl)phenyl)-4-(trifluoromethyl)benzamide ClC=1C=C(C(=O)NC2=C(C(=CC=C2)C(=O)C=2C=C3N=C(C=NC3=CC2)C)F)C=CC1C(F)(F)F